[1,4]Oxazin-3(4H)-one O1CC(NC=C1)=O